CC1(OC(C(C(O1)=O)C[C@H](CCC)NC(OC(C)(C)C)=O)=O)C tert-butyl (S)-(1-(2,2-dimethyl-4,6-dioxo-1,3-dioxan-5-yl)pentan-2-yl)carbamate